[B].[Sm] Samarium-Boron